(S)-N-((5,6-dihydro-4H-thieno[2,3-c]pyrrol-2-yl)methyl)-4-oxo-3-(3-phenylazetidin-1-yl)-4,6,7,8-tetrahydropyrrolo[1,2-a]pyrazine-6-carboxamide S1C(=CC2=C1CNC2)CNC(=O)[C@@H]2CCC=1N2C(C(=NC1)N1CC(C1)C1=CC=CC=C1)=O